2,2'-azobis(2-amidinopropane) dihydrochloride salt Cl.Cl.N(=NC(C)(C)C(N)=N)C(C)(C)C(N)=N